ONC(\C=C\C1=C(C=CC=C1)N1CCC(CC1)NC(CC=1SC=CC1)=O)=O (E)-N-hydroxy-3-(2-(4-(2-(thiophen-2-yl)acetamido)piperidin-1-yl)phenyl)acrylamide